((3,5,6-trifluoropyridine-2-yl)oxy)methyl-1H-indazole FC=1C(=NC(=C(C1)F)F)OCN1N=CC2=CC=CC=C12